C(#N)CO[C@@H]1CN(CC1)C1=CC(=NC(=C1)S(=O)(=O)C)NC1=CC(=NC=C1C1=CC=C2C(=N1)OCC(O2)(C)C)NC(C)=O (S)-N-(4-((4-(3-(cyanomethoxy)pyrrolidin-1-yl)-6-(methylsulfonyl)pyridin-2-yl)amino)-5-(2,2-dimethyl-2,3-dihydro-[1,4]dioxino[2,3-b]pyridin-6-yl)pyridin-2-yl)acetamide